(2-cyclopropyl-4-methyl-pyrazolo[1,5-b]pyridazin-3-yl)-[(7S)-2,7-dimethyl-3-(3,4,5-trifluorophenyl)-5,7-dihydro-4H-pyrazolo[3,4-c]pyridin-6-yl]methanone C1(CC1)C1=NN2N=CC=C(C2=C1C(=O)N1[C@H](C=2C(CC1)=C(N(N2)C)C2=CC(=C(C(=C2)F)F)F)C)C